ClC1=C(C=CC=C1)C#CC1=NNC2=CC=C(C=C12)C(=O)N1C[C@@H](CC1)N(C)C (R)-(3-((2-Chlorophenyl)ethynyl)-1H-indazol-5-yl)(3-(dimethylamino)pyrrolidin-1-yl)methanone